COC(=O)C1=CC(=NC2=CC(=C(C=C12)OC)OC)C1=CC=CC=C1 2-phenyl-6,7-dimethoxyquinoline-4-carboxylic acid methyl ester